Diethyl-phosphinic acid methyl ester COP(=O)(CC)CC